sodium trithiocarbonate salt C([S-])([S-])=S.[Na+].[Na+]